C12(CNCC2C1)N1C=C2C(=NN(C(C2=CC1=O)=O)C)N[C@H](C)C1=C(C(=CC=C1)C(F)F)F 6-(3-azabicyclo[3.1.0]hexan-1-yl)-4-(((R)-1-(3-(difluoromethyl)-2-fluorophenyl)ethyl)-amino)-2-methyl-2,6-dihydropyrido[3,4-d]pyridazine-1,7-dione